7,8-dihydropyrido[2,3-d]pyrimidine-6-carbonitrile monolactate C(C(O)C)(=O)O.N1=CN=CC2=C1NCC(=C2)C#N